C(=C)C1=C(OC=2C=C(C(=O)OC)C=CC2)C=CC=C1 Methyl 3-(2-vinylphenoxy)benzoate